FC=1C=C(C=CC1F)C=1N=C(C2=C(N1)SC(=C2)C)N[C@H]2[C@@H](C2)C2=CC(=C(C=C2)F)F 2-(3,4-difluorophenyl)-N-((1R,2S)-2-(3,4-difluorophenyl)cyclopropyl)-6-methylthieno[2,3-d]pyrimidin-4-amine